2-bromo-N-(4,5-dimethylisoxazol-3-yl)pyridine-3-sulfonamide BrC1=NC=CC=C1S(=O)(=O)NC1=NOC(=C1C)C